3-amino-6-ethoxy-4-(7-fluoro-1H-indazol-4-yl)-1H-1,7-phenanthrolin-2-one NC=1C(NC2=C3C=CC=NC3=C(C=C2C1C1=C2C=NNC2=C(C=C1)F)OCC)=O